OC1=C2CCC(C2=C(C=C1)I)=O 4-hydroxy-7-iodo-indan-1-one